2,6-DIPHENYLPYRIDIN-4-YLBORONIC ACID C1(=CC=CC=C1)C1=NC(=CC(=C1)B(O)O)C1=CC=CC=C1